CN1N=C(OC1=O)C1CCN(CC1)C(=O)N(C1=NC=CC2=CC=CC(=C12)C)[C@H]1CN(CCC1)C(=O)OC(C)(C)C tert-butyl (R)-3-(4-(4-methyl-5-oxo-4,5-dihydro-1,3,4-oxadiazol-2-yl)-N-(8-methylisoquinolin-1-yl)piperidine-1-carboxamido)piperidine-1-carboxylate